[4-(2-chlorophenyl)thiazol-2-yl]-4-morpholino-benzamide ClC1=C(C=CC=C1)C=1N=C(SC1)C1=C(C(=O)N)C=CC(=C1)N1CCOCC1